(3S,4S)-1-(tert-butoxycarbonyl)-4-(1,3-thiazol-2-yl)pyrrolidine-3-carboxylic acid C(C)(C)(C)OC(=O)N1C[C@H]([C@@H](C1)C=1SC=CN1)C(=O)O